ClC1=C(C(=CC=C1Cl)O)[C@H]1C[C@@H]2N(C(OC2CO)=O)C1 (6R,7aS)-6-(2,3-dichloro-6-hydroxyphenyl)-1-(hydroxymethyl)-tetrahydro-1H-pyrrolo[1,2-c][1,3]oxazol-3-one